(3R)-3-(4-chlorophenyl)-2-[(5-chloropyridin-2-yl)methyl]-6-[1-hydroxy-1-(1H-pyrazol-5-yl)ethyl]-3-methoxy-2,3-dihydro-1H-isoindol-1-one ClC1=CC=C(C=C1)[C@@]1(N(C(C2=CC(=CC=C12)C(C)(C1=CC=NN1)O)=O)CC1=NC=C(C=C1)Cl)OC